N-(4'-(6-chloro-2-(((3R,3aR,6R,6aR)-6-hydroxyhexahydrofuro[3,2-b]furan-3-yl)oxy)-3H-imidazo[4,5-b]pyridin-5-yl)-[1,1'-biphenyl]-4-yl)methanesulfonamide ClC=1C=C2C(=NC1C1=CC=C(C=C1)C1=CC=C(C=C1)NS(=O)(=O)C)NC(=N2)O[C@H]2[C@@H]1[C@H](OC2)[C@@H](CO1)O